cyclobutanedinitrile C1(CCC1)(C#N)C#N